FC1=C(C=C2C(=N1)OC(C2)(C)C)/C=C/C(=O)OCC ethyl (E)-3-(6-fluoro-2,2-dimethyl-2,3-dihydrofuro[2,3-b]pyridin-5-yl)acrylate